N(=[N+]=[N-])CCCCCCCCCCN1N=NC(=C1)COC=1C(=CC=C2C(C=C(OC12)C1=CC=CC=C1)=O)O 8-((1-(10-azidodecyl)-1H-1,2,3-triazol-4-yl)methoxy)-7-hydroxy-2-phenyl-4H-chromen-4-one